6-(2,6-dichlorophenyl)-8-methyl-2-(3-methylthiophenylamino)pyrido[2,3-d]pyrimidin-7-one ClC1=C(C(=CC=C1)Cl)C1=CC2=C(N=C(N=C2)NC2=CC(=CC=C2)SC)N(C1=O)C